NCCOCCC(=O)N1CC(CC1)NC(=O)C1=C(C=C(C=C1)NC(=O)C=1N(C(=CN1)C1=C(C(=C(C=C1)OC)F)F)C)Cl N-[4-[[1-[3-(2-aminoethoxy)propionyl]pyrrolidin-3-yl]carbamoyl]-3-chloro-phenyl]-5-(2,3-difluoro-4-methoxy-phenyl)-1-methyl-imidazole-2-carboxamide